C(C(C)C)C1=CC=C(C=C1)C(C(=O)NNS(=O)(=O)C=1C=NC(=CC1)C(F)(F)F)C N'-(2-(4-isobutylphenyl)propanoyl)-6-(trifluoromethyl)pyridine-3-sulfonohydrazide